iron hydroxy fluoride OF.[Fe]